4-((2-methylallyloxy)phenyl)-4-(4-(trifluoromethoxy)phenoxy)piperidine Eicosyl-trifluoroacetate C(CCCCCCCCCCCCCCCCCCC)OC(C(F)(F)F)=O.CC(COC1=C(C=CC=C1)C1(CCNCC1)OC1=CC=C(C=C1)OC(F)(F)F)=C